N-(5-(1-(2,5-difluorophenyl)-2-hydroxyethyl)-1H-indazol-3-yl)-4-(4-methylpiperazin-1-yl)-2-((tetrahydro-2H-pyran-4-yl)amino)benzamide FC1=C(C=C(C=C1)F)C(CO)C=1C=C2C(=NNC2=CC1)NC(C1=C(C=C(C=C1)N1CCN(CC1)C)NC1CCOCC1)=O